(S)-N-((S)-1-(3-cyanophenyl)propyl)-2-methylpropane-2-sulfinamide C(#N)C=1C=C(C=CC1)[C@H](CC)N[S@@](=O)C(C)(C)C